didodecyl-D-glutamate C(CCCCCCCCCCC)OC([C@H](N)CCC(=O)OCCCCCCCCCCCC)=O